(3Z,6Z,9Z)-Pentadeca-3,6,9-trien-1-ol C(C\C=C/C\C=C/C\C=C/CCCCC)O